(S)-(3-chloro-2,4-difluorophenyl)(trans-3-(trifluoromethyl)cyclobutyl)-methanamine ClC=1C(=C(C=CC1F)[C@@H](N)[C@@H]1C[C@H](C1)C(F)(F)F)F